N-Nitrososarcosin N(=O)N(C)CC(=O)O